C[C@H]1NC[C@H](NC1)C (2R,5R)-2,5-dimethyl-piperazine